OC1=C(C(=CC(=C1C(=O)NC)CCC)O)C1=CC(=CC=C1)C 2,6-dihydroxy-N,3'-dimethyl-4-propyl-[1,1'-biphenyl]-3-carboxamide